BrC=1N=CC(=NC1C)N1CCN(CC1)C(=O)OC(C)(C)C tert-butyl 4-(5-bromo-6-methyl-pyrazin-2-yl)piperazine-1-carboxylate